4-[(2-{bis[(2-methoxyethyl)amino]phosphoryl}ethyl)sulfanyl]-N-(3-bromo-4-fluorophenyl)-N'-hydroxy-1,2,5-oxadiazole-3-carboximidamide COCCNP(=O)(NCCOC)CCSC=1C(=NON1)C(NC1=CC(=C(C=C1)F)Br)=NO